8-[1-(2,2-Difluoro-ethyl)-1H-indol-4-yl]-7-methoxy-1,4,4-trimethyl-9-(trifluoromethyl)-5H-[1,2,4]triazolo[4,3-a]quinoxaline FC(CN1C=CC2=C(C=CC=C12)C1=C(C=C2NC(C=3N(C2=C1C(F)(F)F)C(=NN3)C)(C)C)OC)F